C(N)(O[C@@H]1[C@@H](C2=C(C=CC=C2C1)F)O)=O (1R,2S)-7-fluoro-1-hydroxy-2,3-dihydro-1H-inden-2-yl carbamate